CN1BN(BN(B1)C)C N,N',N''-trimethylborazine